CCCCCCCCCCCCCCCC(=O)N[C@H](C(=O)[O-])O The molecule is an N-acyl-(2S)-hydroxyglycinate resulting from the deprotonation of the carboxy group of N-hexadecanoyl-(2S)-hydroxyglycine. The major species at pH 7.3. It is an organic molecular entity and a N-acyl-(2S)-hydroxyglycinate. It is a conjugate base of a N-hexadecanoyl-(2S)-hydroxyglycine.